1-aminocatechol NC1(O)C(O)C=CC=C1